NC=1C(=C(C=C2C=C(N=CC12)NC1=NN2CC(N(CCC2=C1)C(C)C)=O)C=1C=NC=C(C1Cl)N)F 2-((8-amino-6-(5-amino-4-chloropyridin-3-yl)-7-fluoroisoquinolin-3-yl)amino)-6-isopropyl-5,6-dihydro-4H-pyrazolo[1,5-d][1,4]diazepin-7(8H)-one